diethyl-aminostyrene C(C)C(=C(N)CC)C1=CC=CC=C1